3-[2-chloro-6-(trifluoromethyl)-4-pyridinyl]-6-(difluoromethyl)imidazo[1,2-b]pyridazine ClC1=NC(=CC(=C1)C1=CN=C2N1N=C(C=C2)C(F)F)C(F)(F)F